(S)-N-(5-chloro-2,4-difluorophenyl)-1-(6-chloro-4-(trifluoromethyl)pyridin-2-yl)-N-methyl-2,3-dihydro-1H-pyrrolo[3,2-c]pyridine-2-carboxamide ClC=1C(=CC(=C(C1)N(C(=O)[C@@H]1CC=2C=NC=CC2N1C1=NC(=CC(=C1)C(F)(F)F)Cl)C)F)F